FC=1C=2N(C=C(C1)NC(=O)C1=CC=C(C3=CN(N=C13)C)N1[C@@H](CN(CC1)C(=O)OC(C)(C)C)C)C=C(N2)C tert-butyl (3R)-4-[7-({8-fluoro-2-methylimidazo[1,2-a]pyridin-6-yl}carbamoyl)-2-methylindazol-4-yl]-3-methylpiperazine-1-carboxylate